2-{[3-({[1-(2-hydroxyphenyl)ethylidene]amino}methyl)benzyl]ethanimidoyl}phenol OC1=C(C=CC=C1)C(C)=NCC=1C=C(CCC(=N)C2=C(C=CC=C2)O)C=CC1